O=C1C[C@H](NC1)C(=O)NCC(NC=1SC2=C(N1)C=CC(=C2)OC(F)(F)F)=O (S)-4-oxo-N-(2-oxo-2-((6-(trifluoromethoxy)benzo[d]thiazol-2-yl)amino)ethyl)pyrrolidine-2-carboxamide